O1C=CN=CC=CC=CC=CC=CC=CC=CC=CC=CC=CC=CC=CC=CC=C1 oxa[4]azacyclohentriacontin